2-(3-(2-((1,5-dimethyl-1H-pyrazol-3-yl)amino)-5-methylpyrimidin-4-yl)-1H-indol-7-yl)-6-(phenylethynyl)isoindolin-1-one CN1N=C(C=C1C)NC1=NC=C(C(=N1)C1=CNC2=C(C=CC=C12)N1C(C2=CC(=CC=C2C1)C#CC1=CC=CC=C1)=O)C